3-((2,6-dioxopiperidin-3-yl)carbamoyl)benzenesulfonyl fluoride O=C1NC(CCC1NC(=O)C=1C=C(C=CC1)S(=O)(=O)F)=O